C(=C)S(=O)(=O)CCCCCC(=O)O 6-(vinylsulfonyl)hexanoic acid